5-ACETYL-1H-INDOLE-2-CARBOXYLIC ACID C(C)(=O)C=1C=C2C=C(NC2=CC1)C(=O)O